O=C1CCC(O1)C(=O)O.FC1(C2CCCC12C1=CNC=2N=CN=C(C21)N[C@H]2CN(CCC2)C(C=C)=O)F 1-((3R)-3-((5-(6,6-difluorobicyclo[3.1.0]hexan-1-yl)-7H-pyrrolo[2,3-d]pyrimidin-4-yl)amino)piperidin-1-yl)prop-2-en-1-one 5-Oxo-2-tetrahydrofurancarboxylate